O1[C@@H](CC1)CN1C(=NC2=C1C=C(C=C2)C(=O)O)CC2=C(C(=C(C=C2F)C2=NC(=C(C=C2)F)OCC=2SC(=CN2)C(F)(F)F)F)F (S)-1-(oxetan-2-ylmethyl)-2-(2,3,6-trifluoro-4-(5-fluoro-6-((5-(trifluoromethyl)thiazol-2-yl)methoxy)pyridin-2-yl)benzyl)-1H-benzo[d]imidazole-6-carboxylic acid